8-amino-7-(4-nitrophenylazo)-2-(phenylazo)-1-naphthol NC=1C(=CC=C2C=CC(=C(C12)O)N=NC1=CC=CC=C1)N=NC1=CC=C(C=C1)[N+](=O)[O-]